1,3-dibenzyl 2-[1-(2-ethoxy-2-oxoethyl)cyclobutyl]propanedioate C(C)OC(CC1(CCC1)C(C(=O)OCC1=CC=CC=C1)C(=O)OCC1=CC=CC=C1)=O